4-bromo-6-methyl-1H-pyrazolo[3,4-b]Pyridine BrC1=C2C(=NC(=C1)C)NN=C2